3-amino-3-({1-[(1,1-dicyclohexylethyl)carbamoyl]ethyl}carbamoyl)propionic acid NC(CC(=O)O)C(NC(C)C(NC(C)(C1CCCCC1)C1CCCCC1)=O)=O